2-Hydroxy-5-(3-nitrophenyl)-1H-phenalen-1-one OC=1C(C=2C=CC=C3C=C(C=C(C1)C23)C2=CC(=CC=C2)[N+](=O)[O-])=O